OCC1=NC(=NC(=C1)NC1=NNC(=C1)C)N(C)[C@]12CCC[C@@H](CC1)N2CCC#N (1R,3s,5S)-3-(((4-(hydroxymethyl)-6-((5-methyl-1H-pyrazol-3-yl)amino)pyrimidin-2-yl)(methyl)amino)-8-azabicyclo[3.2.1]octan-8-yl)propanenitrile